1-{6-[(3S)-3-amino-5-fluoro-1,3-dihydrospiro[indene-2,4'-piperidine]-1'-yl]-5-methyl-1H-pyrazolo[3,4-b]Pyrazin-3-yl}-6-methyl-1,2,3,4,5,6-hexahydro-1,6-naphthyridin-5-one hydrochloride Cl.N[C@@H]1C2=CC(=CC=C2CC12CCN(CC2)C2=C(N=C1C(=N2)NN=C1N1CCCC=2C(N(C=CC12)C)=O)C)F